C(C1=CC=CC=C1)(C1=CC=CC=C1)N1[C@H]([C@@H](C1)N)C trans-1-benzhydryl-2-methylazetidin-3-amine